3-(5,6-dichloro-1H-indol-2-ylamino)-N-hydroxybenzamide ClC=1C=C2C=C(NC2=CC1Cl)NC=1C=C(C(=O)NO)C=CC1